3-((2-(3,3-difluoroazetidin-1-yl)ethyl)amino)-4-fluoropyrrolidine-1-carboxylate FC1(CN(C1)CCNC1CN(CC1F)C(=O)[O-])F